FC=1C(=C2C(=NC1NC1=NC(=CC(=C1)NC)C)CCO2)C2=CC[C@@H](CC2)NC(OC(C)(C)C)=O |r| tert-butyl N-[rac-(1R)-4-[6-fluoro-5-[[6-methyl-4-(methylamino)-2-pyridyl]amino]-2,3-dihydrofuro[3,2-b]pyridin-7-yl]cyclohex-3-en-1-yl]carbamate